(±)-(trans)-4-(difluoromethoxy)-2-(4-(methoxycarbonyl)phenyl)piperidine-1-carboxylic acid benzyl ester C(C1=CC=CC=C1)OC(=O)N1[C@H](C[C@@H](CC1)OC(F)F)C1=CC=C(C=C1)C(=O)OC |r|